N-(3-chloro-1-((1R,4R)-4-formylcyclohexyl)-1H-pyrazol-4-yl)pyrazole ClC1=NN(C=C1N1N=CC=C1)C1CCC(CC1)C=O